BrC1=CN(C=2N=NC(=CC21)C2=C(C=C(C=C2C)C(F)(F)F)OCOC)C21CN(CC(C2)(C1)OCOC)C(=O)OC(C)(C)C tert-Butyl 1-{5-bromo-3-[2-(methoxymethoxy)-6-methyl-4-(trifluoromethyl)phenyl]-7H-pyrrolo[2,3-c]pyridazin-7-yl}-5-(methoxymethoxy)-3-azabicyclo[3.1.1]heptane-3-carboxylate